(S)-2-allyloxy-3,9,10-trimethoxy-6,8,13,13a-tetrahydro-5H-dibenzo[a,g]quinolizine C(C=C)OC=1C(=CC2=C([C@@H]3CC4=C(CN3CC2)C(=C(C=C4)OC)OC)C1)OC